tert-butyl (S)-7-((S)-2-(benzyloxy)-1-cyclopentyl-2-oxoethyl)-2,7-diazaspiro[4.4]nonane-2-carboxylate C(C1=CC=CC=C1)OC([C@H](C1CCCC1)N1C[C@@]2(CCN(C2)C(=O)OC(C)(C)C)CC1)=O